COC1=C(C=CC=C1)C1CCN(CC1)C1=NC(=NC2=CC=C(C=C12)N(CCN1CCOCC1)C)C1(CC1)C 4-(4-(2-methoxyphenyl)piperidin-1-yl)-N-methyl-2-(1-methylcyclopropyl)-N-(2-morpholinoethyl)quinazolin-6-amine